1-(2,4-dichloro-5-hydroxyphenyl)-3-(4-(trifluoromethyl)phenyl)thiourea ClC1=C(C=C(C(=C1)Cl)O)NC(=S)NC1=CC=C(C=C1)C(F)(F)F